COC(CCOC1=C(C=C2C(=CC=NC2=C1)OC1=C(C=C(C=C1)N(C(=O)C1(CC1)C(=O)N)C1=CC=C(C=C1)F)F)OC)OC N-(4-((7-(3,3-dimethoxypropoxy)-6-methoxyquinolin-4-yl)oxy)-3-fluorophenyl)-N-(4-fluorophenyl)cyclopropane-1,1-dicarboxamide